BrC1=CN(C=2N=C(N=CC21)NC2CC2)[C@@H]2CC[C@H](CC2)O trans-4-[5-bromo-2-(cyclopropyl-amino)-7H-pyrrolo[2,3-d]-pyrimidin-7-yl]-cyclohexan-1-ol